C(#C)C1=CC=C(C(=O)O)C=C1F 4-ethynyl-5-fluorobenzoic acid